ClC1=NC=C(C=C1NS(=O)(=O)C)C=1C=C2C(=C(C=NC2=CC1)C#N)NC1(CC1)C1=CC=CC=C1 N-[2-chloro-5-[3-cyano-4-[(1-phenylcyclopropyl)amino]-6-quinolyl]-3-pyridyl]methanesulfonamide